5-thienyl-8-(2,4-bistrifluoromethylphenyl)pyrazino[2,3-D]Pyridazine S1C(=CC=C1)C1=C2C(=C(N=N1)C1=C(C=C(C=C1)C(F)(F)F)C(F)(F)F)N=CC=N2